Cl.NC(CCCCB(O)O)C1=NN=NN1C1=C(C=CC(=C1)[N+](=O)[O-])F (5-amino-5-(1-(2-fluoro-5-nitrophenyl)-1H-tetrazol-5-yl)pentyl)boronic acid hydrochloride